N-(4-cyclobutyl-5-(cyclopropylmethyl)-1-methyl-1H-pyrazol-3-yl)-4,4,4-trifluoro-3,3-dimethylbutanamide C1(CCC1)C=1C(=NN(C1CC1CC1)C)NC(CC(C(F)(F)F)(C)C)=O